7-Bromo-8-fluoro-2-phenylquinoline BrC1=CC=C2C=CC(=NC2=C1F)C1=CC=CC=C1